COC(=O)C=1C=NN2C1C=C(C=C2)COC 5-(methoxymethyl)pyrazolo[1,5-a]Pyridine-3-carboxylic acid methyl ester